CC1=C(C(=CC=C1)C)C1=CC=CC=C1 2,6-dimethylbiphenyl